trans-1'-(4-((2,6-dioxopiperidin-3-yl)amino)-2-fluorophenyl)-N-(4-((5-fluoro-4-(3-(3-oxomorpholino)phenyl)pyrimidin-2-yl)amino)cyclohexyl)-[1,4'-bipiperidine]-4-carboxamide O=C1NC(CCC1NC1=CC(=C(C=C1)N1CCC(CC1)N1CCC(CC1)C(=O)N[C@@H]1CC[C@H](CC1)NC1=NC=C(C(=N1)C1=CC(=CC=C1)N1C(COCC1)=O)F)F)=O